N1[C@@H](CCC1)C(C)O ((S)-pyrrolidin-2-yl)ethanol